C(C=C)(=O)N1C[C@@H](N(C[C@H]1C)C=1C2=C(N(CN1)C1=C(C=CC=C1)C(C)C)CN(CC2)C2=CC=CC=C2)C 4-((2S,5R)-4-acryloyl-2,5-dimethylpiperazin-1-yl)-1-(2-isopropylphenyl)-7-phenyl-5,6,7,8-tetrahydropyrido[3,4-d]pyrimidin